3-(2-methylpyridin-4-yl)propan-1-ol CC1=NC=CC(=C1)CCCO